C(C1=CC=CC=C1)OC=1C(=NC(=NC1)C=1C(=NC=NC1OC)C1CC1)NCC1=CC=C(C=C1)C=1N(C=C(N1)C(F)(F)F)C(C)C 5-(benzyloxy)-4'-cyclopropyl-N-(4-(1-isopropyl-4-(trifluoromethyl)-1H-imidazol-2-yl)benzyl)-6'-methoxy-[2,5'-bipyrimidin]-4-amine